C1=CC=C(C=C1)C2=NC(C(=O)NC3=C2C=C(C=C3)Cl)O (+-)-7-chloro-1,3-dihydro-3-hydroxy-5-phenyl-2H-1,4-benzodiazepin-2-one